ClC=1C=C(C=2C[C@H](CC2C1)NC=1N=CC2=C(N1)CN(C2=O)CC2(COC2)C)C#N (S)-6-chloro-2-((6-((3-methyloxetan-3-yl)methyl)-5-oxo-6,7-dihydro-5H-pyrrolo[3,4-d]pyrimidin-2-yl)amino)-2,3-dihydro-1H-indene-4-carbonitrile